O1CCOC2=C1C=CC(=C2)S(=O)(=O)N2CC1=C(C2)CN(C1)C(C(=O)C1=C2CN(CC2=CC=C1)C(=O)OC(C)(C)C)=O tert-butyl 4-[2-[5-(2,3-dihydro-1,4-benzodioxine-6-sulfonyl)-1H,2H,3H,4H,5H,6H-pyrrolo[3,4-c]pyrrol-2-yl]-2-oxoacetyl]-2,3-dihydro-1H-isoindole-2-carboxylate